FC=1C=C(CC=2C=C3C(=CN2)NN=C3NC(C3=C(C=C(C=C3)N3CCN(CC3)C)NC3CCOCC3)=O)C=CC1 N-(5-(3-fluorobenzyl)-1H-pyrazolo[3,4-c]pyridin-3-yl)-4-(4-methylpiperazin-1-yl)-2-((tetrahydro-2H-pyran-4-yl)amino)benzamide